2-(dimethylamino)-N-(1-(2-(4-isopropyl-5-(8-methoxy-[1,2,4]triazolo[1,5-a]pyridin-6-yl)-1H-pyrazol-3-yl)-4-methylthiazol-5-yl)piperidin-4-yl)acetamide CN(CC(=O)NC1CCN(CC1)C1=C(N=C(S1)C1=NNC(=C1C(C)C)C=1C=C(C=2N(C1)N=CN2)OC)C)C